NC1=NC=2C=NC(=CC2C2=C1COC2)C(=O)N(CC2=NC=C(C=C2)C(F)(F)F)CC2(CC2)C 4-amino-N-((1-methylcyclopropyl)methyl)-N-((5-(trifluoromethyl)-2-pyridinyl)methyl)-1,3-dihydrofuro[3,4-c][1,7]naphthyridine-8-carboxamide